3-Bromo-4-fluoro-N-methylbenzenesulfonamide BrC=1C=C(C=CC1F)S(=O)(=O)NC